2-(6-Chloro-benzothiazol-2-ylamino)-1-methyl-1H-benzoimidazole-5-carboxylic acid [2-((S)-3-methoxy-piperidin-1-yl)-2-oxo-ethyl]-amide CO[C@@H]1CN(CCC1)C(CNC(=O)C1=CC2=C(N(C(=N2)NC=2SC3=C(N2)C=CC(=C3)Cl)C)C=C1)=O